ClC1=NC=CC(=N1)C=1C=NC(=CC1)Cl 2-chloro-4-(6-chloropyridin-3-yl)pyrimidine